2-chloro-3-(pyrazin-2-ylamino)thiophenol ClC1=C(C=CC=C1NC1=NC=CN=C1)S